2-((5-(3,5-difluorobenzyl)-1-(2-(2-hydroxyacetamido)ethyl)-3-oxo-1,3,4,5,6,7-hexahydro-2H-pyrazolo[4,3-c]pyridin-2-yl)methyl)-5-fluorobenzamide FC=1C=C(CN2CC3=C(CC2)N(N(C3=O)CC3=C(C(=O)N)C=C(C=C3)F)CCNC(CO)=O)C=C(C1)F